C(C)(C)(C)OC(=O)N1CC2(C1)CC(C2)N.C(C=C)(=O)OCCCCCCCCCCCCCC[Si](OC)(OC)CC acryloyloxytetradecylethyl-dimethoxysilane tert-butyl-6-amino-2-azaspiro[3.3]heptane-2-carboxylate